C(C1=CN=CC=C1)(=O)O.C(OCCNC(C(C(C)C)N)=O)(OC1=CC=C(C=C1)C=CC1=CC(=CC(=C1)OC)OC)=O (E)-2-(2-amino-3-methylbutanamido)ethyl (4-(3,5-dimethoxystyryl)phenyl) carbonate Nicotinate